ClCC(C[NH+](C)C)O 3-chloro-2-hydroxypropyl-dimethylammonium